[C@H](C)(CC)[C@@H]1N(CC2=C(NC1=O)C=NC=C2)C(=O)C=2C=NN(C2)C (S)-3-((S)-sec-butyl)-4-(1-methyl-1H-pyrazole-4-carbonyl)-1,3,4,5-tetrahydro-2H-pyrido[3,4-e][1,4]diazepin-2-one